2-(4-((n-propylamino)methyl)phenyl)-1H-benzimidazole-4-carboxamide C(CC)NCC1=CC=C(C=C1)C1=NC2=C(N1)C=CC=C2C(=O)N